FC=1C=CC2=C(CCO2)C1CNC1=NC=C(C2=CC=NC=C12)C1=CC(=NN1C)C(=O)N(C)C 5-(1-(((5-fluoro-2,3-dihydrobenzofuran-4-yl)methyl)amino)-2,7-naphthyridin-4-yl)-N,N,1-trimethyl-1H-pyrazole-3-carboxamide